C(C)(C)(C)OC(=O)N1CCN(CC1)C1=NC=CC(=C1)C=1C=C2C(=NC1)NC=C2C(C2=CC=C(C=C2)F)=O 4-(4-(3-(4-fluorobenzoyl)-1H-pyrrolo[2,3-b]pyridin-5-yl)pyridin-2-yl)piperazine-1-carboxylic acid tert-butyl ester